FC=1C=CC(=C(C(=O)N(C)C(C)C)C1)N1C=C(C=2C1=CN=CC2)[C@@H]2CC[C@H](CC2)N2CC(C2)CO 5-fluoro-2-(3-(trans-4-(3-(hydroxymethyl)azetidin-1-yl)cyclohexyl)-1H-pyrrolo[2,3-c]pyridin-1-yl)-N-isopropyl-N-methylbenzamide